hexadecyldimethylaniline C(CCCCCCCCCCCCCCC)C1=C(N(C)C)C=CC=C1